COC1=NC=CC=C1C=1N=C(SC1)C1=NC(=CC=C1C(=O)N)C [4-(2-methoxy-3-pyridyl)thiazol-2-yl]-6-methyl-pyridine-3-carboxamide